BrC=1C=NC(=C(C(=O)N[C@H](C)C2=C(C(=CC=C2)C(F)F)F)C1)NC[C@@H](C)O 5-bromo-N-((R)-1-(3-(difluoromethyl)-2-fluorophenyl)ethyl)-2-(((R)-2-hydroxypropyl)amino)nicotinamide